N-((R)-3-methoxy-1-oxo-1-(((R)-4-oxo-4-phenyl-1-((3aS,4S,6S,7aR)-3a,5,5-trimethylhexahydro-4,6-methanobenzo[d][1,3,2]dioxaborol-2-yl)butyl)amino)propan-2-yl)pyrazine-2-carboxamide COC[C@H](C(N[C@@H](CCC(C1=CC=CC=C1)=O)B1O[C@@]2([C@H](O1)C[C@H]1C([C@@H]2C1)(C)C)C)=O)NC(=O)C1=NC=CN=C1